4-((4-aminophenyl)sulfonyl)-N-(furan-2-ylmethyl)-1-(3,4,5-trihydroxybenzoyl)piperazine-2-carboxamide NC1=CC=C(C=C1)S(=O)(=O)N1CC(N(CC1)C(C1=CC(=C(C(=C1)O)O)O)=O)C(=O)NCC=1OC=CC1